(S)-2-((S)-1,4-diazabicyclo[2.2.2]octane-2-carboxamido)-N6-tert-butyl-N1-(1-(2-(2-adamantylamino)-2-oxoethyl)-2-oxo-1,2-dihydropyridin-3-yl)-5-oxohexanediamide N12[C@@H](CN(CC1)CC2)C(=O)N[C@H](C(=O)NC=2C(N(C=CC2)CC(=O)NC2C1CC3CC(CC2C3)C1)=O)CCC(C(=O)NC(C)(C)C)=O